1-(5-(isopropylthio)-4-(3-methoxyphenyl)thiazol-2-yl)-3-methyl-4-(2-(methylsulfonamido)benzyl)-1H-pyrazole-5-carboxylic acid C(C)(C)SC1=C(N=C(S1)N1N=C(C(=C1C(=O)O)CC1=C(C=CC=C1)NS(=O)(=O)C)C)C1=CC(=CC=C1)OC